C1(=CC=CC=C1)C(C=O)=C 2-Phenylpropenal